2-((4-chlorobenzyl)sulfonyl)-5-phenyl-1,3,4-oxadiazole ClC1=CC=C(CS(=O)(=O)C=2OC(=NN2)C2=CC=CC=C2)C=C1